(3aS,5aS,8R,8aS,9R,10aS)-9-(tert-butyl)-6-(cyclopropylmethyl)-9-hydroxy-2,4,7-trioxooctahydro-4H,9H-furo[3'',2'':2',3']cyclopenta[1',2':3,4]furo[2,3-b]pyrrol-8-yl benzoate C(C1=CC=CC=C1)(=O)O[C@@H]1[C@@]23[C@@H](N(C1=O)CC1CC1)OC([C@]21[C@H](C[C@@]3(O)C(C)(C)C)OC(C1)=O)=O